4-((3S,4S)-4-((tert-butyldiphenylsilyl)oxy)-3-ethyltetrahydrofuran-3-yl)piperazine-1-carboxylic acid tert-butyl ester C(C)(C)(C)OC(=O)N1CCN(CC1)[C@]1(COC[C@H]1O[Si](C1=CC=CC=C1)(C1=CC=CC=C1)C(C)(C)C)CC